Methyl 3-(4-Bromophenyl)-8-Azabicyclo[3.2.1]Octane-2-Carboxylate BrC1=CC=C(C=C1)C1C(C2CCC(C1)N2)C(=O)OC